methyl 5-(5-{[(4R)-4-[(2-amino-6-bromo-1,3-benzodiazol-1-yl) methyl] pentyl] oxy}-1-methylpyrazol-4-yl)-1-methyl-6-oxopyridine-3-carboxylate NC1=NC2=C(N1C[C@@H](CCCOC1=C(C=NN1C)C1=CC(=CN(C1=O)C)C(=O)OC)C)C=C(C=C2)Br